BrC=1C=C(N(C1)CC(F)F)C(=O)O 4-bromo-1-(2,2-difluoroethyl)-1H-pyrrole-2-carboxylic acid